lithium 4-(((tert-butoxycarbonyl)(2-((tert-butyldimethylsilyl)oxy)ethyl)amino) methyl)-6,7-dihydro-5H-cyclopenta[c]pyridine-1-carboxylate C(C)(C)(C)OC(=O)N(CCO[Si](C)(C)C(C)(C)C)CC=1C2=C(C(=NC1)C(=O)[O-])CCC2.[Li+]